OC(C(=O)O)C[C@@H](C(=O)O)NC(=O)C1=CC=C(NCC2=CN=C3N=CNC(=O)C3=N2)C=C1 2-deaminohydroxyfolic acid